(2-(3,6-dimethyl-9H-carbazole-9-yl)butyl)phosphonic acid CC=1C=CC=2N(C3=CC=C(C=C3C2C1)C)C(CP(O)(O)=O)CC